N-(3-(3-(cyanomethyl)-1-(4-methyl-4H-1,2,4-triazol-3-yl)cyclobutyl)phenyl)-6-formylimidazo[1,2-a]pyridine-8-carboxamide C(#N)CC1CC(C1)(C1=NN=CN1C)C=1C=C(C=CC1)NC(=O)C=1C=2N(C=C(C1)C=O)C=CN2